1-benzyl-3-(3-chlorophenyl)azetidine-3-carboxylic acid tert-butyl ester C(C)(C)(C)OC(=O)C1(CN(C1)CC1=CC=CC=C1)C1=CC(=CC=C1)Cl